C#CCCCCCCCC decayN